C(C)(C)(C)OC(=O)N1OCCC1C=1C=CC=2N(C1)C=CN2.OC(=O)C(F)(F)F.N=2C=CN1C2C=CC(=C1)C1NOCC1 3-Imidazo[1,2-a]pyridin-6-ylisoxazolidine TFA salt Tert-butyl-3-imidazo[1,2-a]pyridin-6-ylisoxazolidine-2-carboxylate